Cl.Cl.CCCCCCCCN 8-octylamine dihydrochloride